ethyl 5-((2-methoxyethyl) amino)-2-methylthiazole-4-carboxylate COCCNC1=C(N=C(S1)C)C(=O)OCC